1-ethoxy-1,3-dioxo-3-(pentafluorophenyl)propan C(C)OC(CC(C1=C(C(=C(C(=C1F)F)F)F)F)=O)=O